P(O)(=O)(OP(=O)(O)OP(=O)(O)O)OC[C@@H]1[C@H]([C@H]([C@@H](O1)N1C(=O)NC(=O)C(=C1)C)O)O 5-methyluridine triphosphate